((1s,4s)-4-((4-(methylamino)-5-(pyrazolo[1,5-a]pyrimidin-5-yl)-7H-pyrrolo[2,3-d]pyrimidin-2-yl)amino)cyclohexyl)(pyrrolidin-1-yl)methanone CNC=1C2=C(N=C(N1)NC1CCC(CC1)C(=O)N1CCCC1)NC=C2C2=NC=1N(C=C2)N=CC1